3-(4,6-difluoro-5-(1'-methyl-[1,4'-bipiperidin]-4-yl)-1-oxoisoindolin-2-yl)piperidine-2,6-dione FC1=C2CN(C(C2=CC(=C1C1CCN(CC1)C1CCN(CC1)C)F)=O)C1C(NC(CC1)=O)=O